FC1=CC=C2C=C(C=C(C2=C1C#C[Si](C(C)C)(C(C)C)C(C)C)C(=O)O)OCOC 7-fluoro-3-(methoxymethoxy)-8-[2-(triisopropylsilyl)ethynyl]naphthalene-1-carboxylic acid